6-[(E)-but-2-enyl]-4-[4-(hydroxymethyl)phenyl]-1H-pyrrolo[2,3-c]pyridin-7-one C(\C=C\C)N1C(C2=C(C(=C1)C1=CC=C(C=C1)CO)C=CN2)=O